C(C)(=O)N[C@H]1C[C@H](CCC1)C(=O)NC=1N=CC2=CC(=NC(=C2C1)N1CCOCC1)C#N (1S,3R)-3-acetamido-N-(7-cyano-5-morpholino-2,6-naphthyridin-3-yl)cyclohexane-1-carboxamide